2-(6-(((1R,2R,3S,5R)-2-fluoro-8-methyl-8-azabicyclo[3.2.1]oct-6-en-3-yl)oxy)pyridazin-3-yl)-5-(4H-1,2,4-triazol-4-yl)phenol F[C@@H]1[C@H]2C=C[C@@H](C[C@@H]1OC1=CC=C(N=N1)C1=C(C=C(C=C1)N1C=NN=C1)O)N2C